FC1=C(COC2=CC=CC(=N2)C2CCN(CC2)[C@@H](C)C2=NC3=C(N2C[C@H]2OCC2)C=C(C=C3)C(=O)O)C=C(C=C1)F 2-((S)-1-(4-(6-((2,5-difluorobenzyl)oxy)pyridin-2-yl)piperidin-1-yl)ethyl)-1-(((S)-oxetan-2-yl)methyl)-1H-benzo[d]imidazole-6-carboxylic acid